8-(5-(1-methyl-1H-pyrazol-4-yl)-1H-pyrrolo[2,3-b]pyridin-3-yl)-3,4-dihydrobenzo[f][1,4]oxazepin-5(2H)-one CN1N=CC(=C1)C=1C=C2C(=NC1)NC=C2C2=CC1=C(C(NCCO1)=O)C=C2